C(C)(=O)OCC(N1CC=2C(=NC=3C(=C(C(=CC3C2C1)OC)Cl)Cl)Cl)=O 2-oxo-2-(4,6,7-trichloro-8-methoxy-1,3-dihydro-2H-pyrrolo[3,4-c]quinolin-2-yl)ethyl acetate